FC=1C(=CC=C2C(=NC(=NC12)OC[C@H]1N(CCC1)C)N1C[C@H]2CC[C@@H](C1)N2C(CC2=NNC=C2)=O)C2=CC(=CC1=CC=CC=C21)O 1-((1R,5S)-3-(8-fluoro-7-(3-hydroxynaphthalen-1-yl)-2-(((S)-1-methylpyrrolidin-2-yl)methoxy)quinazolin-4-yl)-3,8-diazabicyclo[3.2.1]octan-8-yl)-2-(1H-pyrazol-3-yl)ethan-1-one